1-(3-amino-6-bromopyrazin-2-yl)-N,N-dimethyl-1H-pyrazole-4-carboxamide NC=1C(=NC(=CN1)Br)N1N=CC(=C1)C(=O)N(C)C